C(C1=CC=CC=C1)[C@H]1N(C(OC1)=O)C(CC1=CC=C(C=C1)Cl)=O (R)-4-benzyl-3-(2-(4-chlorophenyl)acetyl)oxazolidin-2-one